3-(4-(2-(1H-indol-3-yl)ethoxy)-7,8-dihydro-6H-pyrimido(5,4-b)[1,4]oxazin-2-yl)pyridin-2-ol N1C=C(C2=CC=CC=C12)CCOC1=NC(=NC2=C1OCCN2)C=2C(=NC=CC2)O